CC(CN1N=NC2=C1C=CC(=C2)C2=NC(=NO2)C2=C(OC=C2)C)(C)O 2-methyl-1-{5-[3-(2-methylfuran-3-yl)-1,2,4-oxadiazol-5-yl]-1H-1,2,3-benzotriazol-1-yl}propan-2-ol